N-(2-methoxyphenyl)quinazolin-4-amine COC1=C(C=CC=C1)NC1=NC=NC2=CC=CC=C12